di-tert-butyl (3-(2-(4-(cyano(pyridin-2-yl)methylene)piperidin-1-yl)-2-oxoacetyl)-4-methoxy-7-(3-methyl-1H-1,2,4-triazol-1-yl)-1H-pyrrolo[2,3-c]pyridin-1-yl)methyl phosphate P(=O)(OC(C)(C)C)(OC(C)(C)C)OCN1C=C(C=2C1=C(N=CC2OC)N2N=C(N=C2)C)C(C(=O)N2CCC(CC2)=C(C2=NC=CC=C2)C#N)=O